Cl.ClC=1C(=CC(=C(C1)NC(C1=C(C=CC=C1)C)=O)C)S(N[C@H](C)C1CCNCC1)(=O)=O (R)-N-(5-chloro-2-methyl-4-(N-(1-(piperidin-4-yl)ethyl)sulfamoyl)phenyl)-2-methylbenzamide hydrochloride